1-cyclobutylhydrazine hydrochloride Cl.C1(CCC1)NN